NC(=O)C1=C(C=CC=C1)B(O)O aminocarbonylphenylboronic acid